ClC1=C(C=CC(=C1)Cl)NC(=S)NC1CN(C(C1)=O)C1=C(C=CC=C1)F 1-(2,4-dichlorophenyl)-3-[1-(2-fluorophenyl)-5-oxopyrrolidine-3-yl]thiourea